2,3-difluoro-6-nitroaniline FC1=C(N)C(=CC=C1F)[N+](=O)[O-]